C(C)(C)(C)OC(=O)N[C@@H]1CN(C[C@@H]1C=O)C(=O)OCC1=CC=CC=C1 benzyl (3s,4s)-3-((tert-butoxycarbonyl) amino)-4-formylpyrrolidine-1-carboxylate